C[C@@H](CCCCCCCCCC)CCCCCCCCCCCC (S)-11-methyl-tricosane